succinoyl-carnitine hydrochloride Cl.C(CCC(=O)O)(=O)C(O)(C[N+](C)(C)C)CC([O-])=O